3,5-DIMETHYL-1H-PYRROLE-2-CARBOXALDEHYDE CC1=C(NC(=C1)C)C=O